COC=1C=C(C=CC1OC)C=1N=C2N(CC(CC2)C2CCN(CC2)C2CC3(CN(C3)CC(C)C)C2)C1 2-(3,4-dimethoxyphenyl)-6-(1-(2-isobutyl-2-azaspiro[3.3]heptan-6-yl)piperidin-4-yl)-5,6,7,8-tetrahydroimidazo[1,2-a]pyridine